tert-butyl (2R,3S,4S)-4-[(tert-butoxycarbonyl) oxy]-2-[(4-methoxyphenyl)methyl]-3-(oxane-4-carbonyloxy)pyrrolidine-1-carboxylate C(C)(C)(C)OC(=O)O[C@@H]1[C@H]([C@H](N(C1)C(=O)OC(C)(C)C)CC1=CC=C(C=C1)OC)OC(=O)C1CCOCC1